3,9-Bis(2,6-di-tert-butyl-4-ethylphenoxy)-2,4,8,10-tetraoxa-3,9-diphosphaspiro[5.5]undecane C(C)(C)(C)C1=C(OP2OCC3(CO2)COP(OC3)OC3=C(C=C(C=C3C(C)(C)C)CC)C(C)(C)C)C(=CC(=C1)CC)C(C)(C)C